ClC=1N=NC(=CC1C1CCCC1)Cl 3,6-Dichloro-4-cyclopentylpyridazine